3-Chloro-N-[3-(4-fluorophenyl)-1-methylazetidin-3-yl]-6-(naphthalen-2-yl)-4-oxo-4,5-dihydropyrazolo[1,5-a]pyrazine-2-carboxamide ClC=1C(=NN2C1C(NC(=C2)C2=CC1=CC=CC=C1C=C2)=O)C(=O)NC2(CN(C2)C)C2=CC=C(C=C2)F